C(CCCCCCCCC)(=O)N(CCO)CCO decanoyl-diethanolamine